4-((1S,4S,5R)-5-((5-cyclopropyl-3-(spiro[2.5]oct-6-yl)isoxazol-4-yl)methoxy)-2-azabicyclo[2.2.1]heptan-2-yl)-N-(cyclopropylsulfonyl)-3-fluorobenzamide C1(CC1)C1=C(C(=NO1)C1CCC2(CC2)CC1)CO[C@H]1[C@@H]2CN([C@H](C1)C2)C2=C(C=C(C(=O)NS(=O)(=O)C1CC1)C=C2)F